FC=1C=CC2=C(C(=CO2)CC(=O)O)C1 2-(5-fluoro-1-benzofuran-3-yl)acetic acid